C(CCCCCCCCCCCCC)(=O)O[C@@H](COC(CCC(=O)O)=O)COC(CCCCCCCCCCCCC)=O (R)-4-(2,3-bis(tetradecanoyloxy)propoxy)-4-oxobutanoic acid